[C@@H]12N(C[C@@H](NC1)C2)C=2C=C(C(=NC2)CNC(=O)[C@H]2CCN(C1(CC1)C2)C(=O)C2=CC(=NN2)C2=CC(=NC=C2F)OC)Cl (S)-N-((5-((1S,4S)-2,5-diazabicyclo[2.2.1]heptan-2-yl)-3-chloropyridin-2-yl)methyl)-4-(3-(5-fluoro-2-methoxypyridin-4-yl)-1H-pyrazole-5-carbonyl)-4-azaspiro[2.5]octane-7-carboxamide